FC1=CC=C(C=C1)C=1C=CC2=C(N=C(O2)N)C1 5-(4-fluorophenyl)-2-aminobenzoxazole